FC(O[C@@H]1CC[C@H](CC1)NC=1N=C(C2=C(N1)NC=C2C2=CC=1N(C=C2)N=CC1)OC)F N-(trans-4-(difluoromethoxy)cyclohexyl)-4-methoxy-5-(pyrazolo[1,5-a]pyridin-5-yl)-7H-pyrrolo[2,3-d]pyrimidin-2-amine